(S)-N-(7-(2-(1-amino-2-(3,5-difluorophenyl)ethyl)-5,8-difluoro-4-oxoquinazolin-3(4H)-yl)-4-chloro-1-methyl-1H-indazol-3-yl)methanesulfonamide N[C@@H](CC1=CC(=CC(=C1)F)F)C1=NC2=C(C=CC(=C2C(N1C=1C=CC(=C2C(=NN(C12)C)NS(=O)(=O)C)Cl)=O)F)F